FC(C(=O)[O-])(F)F.FC1(CCC(CC1)[C@H]([NH3+])C=1N=C2N(N=CC(=C2)[C@@H]([C@H]2C(N[C@H](C2)C(F)(F)F)=O)O)C1)F |o1:24,25,28| (S)-(4,4-Difluorocyclohexyl)(7-((R*)-hydroxy((3S*,5R*)-2-oxo-5-(trifluoromethyl)pyrrolidin-3-yl)methyl)imidazo[1,2-b]pyridazin-2-yl)methanaminium 2,2,2-trifluoroacetate